2,2-dimethyl-4-(15-phenyl-2,5,8,11,14-pentaoxapentadecyl)-1,3-dioxolane CC1(OCC(O1)COCCOCCOCCOCCOCC1=CC=CC=C1)C